Natrium 2-Ethyl-hexylsulfat C(C)C(COS(=O)(=O)[O-])CCCC.[Na+]